1,3,5-Tris(4-aminophenyl)triazine NC1=CC=C(C=C1)N1NN(CC(=C1)C1=CC=C(C=C1)N)C1=CC=C(C=C1)N